O1CCC(CC1)NC1=CC=C(C=C1)[C@H]1[C@H](C[C@@H]2[C@H](N1)CCC2)C(=O)OC(C)(C)C tert-butyl (2R,3S,4aR,7aR)-2-[4-(tetrahydropyran-4-ylamino)phenyl]-2,3,4,4a,5,6,7,7a-octahydro-1H-cyclopenta[b]pyridine-3-carboxylate